FC=1C(=CC2=C(N=C(O2)[C@@H]2[C@@H](C2)CC(=O)N[C@H]2CN(CC2)C=2C=NC=C(C2)C(F)(F)F)C1)F (1S,2S)-2-(5,6-difluorobenzo[d]oxazol-2-yl)-N-((R)-1-(5-(trifluoromethyl)pyridin-3-yl)pyrrolidin-3-yl)cyclopropane-1-carboxyamide